C1(CCC1)[C@@H](C1=CC=C(C=C1)F)C1N(C(C2=CC=C(C=C12)C(=O)N)=O)C1C(NC(CC1)=O)=O ((S)-cyclobutyl(4-fluorophenyl)methyl)-2-(2,6-dioxopiperidin-3-yl)-1-oxoisoindoline-5-carboxamide